(S)-2-((3aS,4R,6aR)-4-(4-boronobutyl)octahydropyrrolo[3,4-b]pyrrole-4-carboxamido)-3-phenylpropanoic acid B(O)(O)CCCC[C@]1(NC[C@@H]2NCC[C@@H]21)C(=O)N[C@H](C(=O)O)CC2=CC=CC=C2